4-((5-fluoropyridin-2-yl)methoxy)-1-(5-methyl-2,3,4,5-tetrahydro-1H-pyrido[4,3-b]indol-7-yl-1,1,4,4-d4)pyridin-2(1H)-one FC=1C=CC(=NC1)COC1=CC(N(C=C1)C=1C=CC=2C3=C(N(C2C1)C)C(CNC3([2H])[2H])([2H])[2H])=O